((4-(difluoromethyl)-5-fluoropyridin-2-yl)sulfonyl)(thiazol-4-yl)carbamic acid tert-butyl ester C(C)(C)(C)OC(N(C=1N=CSC1)S(=O)(=O)C1=NC=C(C(=C1)C(F)F)F)=O